CC(CC(C)C)NC(CC(C)C)C bis(1,3-dimethylbutyl)amine